FC1(CCOC2=C(C=CC=C12)[C@H](C)NC1=NN(C(C=2C1=CN(C(C2)=O)C2(CC2)C(F)F)=O)C)F (S)-4-((1-(4,4-difluorochroman-8-yl)ethyl)amino)-6-(1-(difluoromethyl)cyclopropyl)-2-methyl-2,6-dihydropyrido[3,4-d]pyridazine-1,7-dione